FC1=C(C(=C(C=C1OC)OC)F)N1C(N(C2=C(C1)C=NC1=C2C=C(N1)CCCO)C)=O 3-(2,6-difluoro-3,5-dimethoxyphenyl)-8-(3-hydroxypropyl)-1-methyl-1,3,4,7-tetrahydro-2H-pyrrolo[3',2':5,6]pyrido[4,3-d]pyrimidin-2-one